8-acetyl-2-(isoindolin-2-yl)-6-methylquinazolin-4(3H)-one C(C)(=O)C=1C=C(C=C2C(NC(=NC12)N1CC2=CC=CC=C2C1)=O)C